3-(diphenylphosphoryl)-6-methoxyquinolin-2(1H)-one C1(=CC=CC=C1)P(=O)(C1=CC=CC=C1)C=1C(NC2=CC=C(C=C2C1)OC)=O